8-chloro-N-((4,4-difluoro-1-hydroxycyclohexyl)methyl)-3-(tetrahydrofuran-3-yl)indolizine-1-carboxamide ClC1=CC=CN2C(=CC(=C12)C(=O)NCC1(CCC(CC1)(F)F)O)C1COCC1